9-bromo[2]benzoxepino[3,4-f]-1,3-benzodioxol-11(6H)-one BrC=1C=CC2=C(C(C=3C(=CC4=C(OCO4)C3)OC2)=O)C1